Methyl 3-{2-chloro-4-fluoro-5-[3-methyl-2,6-dioxo-4-(trifluoromethyl)-3,6-dihydropyrimidin-1(2H)-yl]phenyl}-3a,4,5,6-tetrahydro-6aH-cyclopenta[d][1,2]oxazol-6a-carboxylate ClC1=C(C=C(C(=C1)F)N1C(N(C(=CC1=O)C(F)(F)F)C)=O)C1=NOC2(C1CCC2)C(=O)OC